1,2-Di-trimethoxysilylethane CO[Si](CC[Si](OC)(OC)OC)(OC)OC